C(C=C)(=O)NNC(CN(S(=O)(=O)C)C1CCN(CC1)C(C)C1=CC=CC2=CC=CC=C12)=O N-(2-(2-acryloylhydrazino)-2-oxoethyl)-N-(1-(1-(naphthalen-1-yl)ethyl)piperidin-4-yl)methanesulfonamide